C(C)(=O)OC1=C2C=CN(C2=CC=C1)C(=O)OC(C)(C)C tert-Butyl 4-acetoxy-1H-indole-1-carboxylate